CC1(C2CC3CC(CC1C3)C2)OC(COC2=C(C=CC=3C1(C4=CC=CC=C4SC23)OCCCO1)OCC(=O)OC1(C2CC3CC(CC1C3)C2)C)=O (2-methyl-2-adamantyl) 2-[4'-[2-[(2-methyl-2-adamantyl)oxy]-2-oxo-ethoxy]spiro[1,3-dioxane-2,9'-thioxanthene]-3'-yl]oxyacetate